1-bromo-3,3-diethyl-1,3-disilacyclohexane Br[SiH]1C[Si](CCC1)(CC)CC